N-[3-(8-cyanoquinolin-5-yl)-5-(trifluoromethyl)-3-Azabicyclo[3.1.0]hexane-1-yl]-1-methylpiperidine-4-carboxamide C(#N)C=1C=CC(=C2C=CC=NC12)N1CC2(CC2(C1)C(F)(F)F)NC(=O)C1CCN(CC1)C